3-(4-aminobutoxy)-N-(3-(((2,4-diaminopteridin-6-yl)methyl)(methyl)amino)benzyl)propenamide NCCCCOC=CC(=O)NCC1=CC(=CC=C1)N(C)CC=1N=C2C(=NC(=NC2=NC1)N)N